5-bromo-1,2,4-thiadiazole-3-carboxylic acid ethyl ester C(C)OC(=O)C1=NSC(=N1)Br